2-(4-bromomethylphenyl)benzonitrile BrCC1=CC=C(C=C1)C1=C(C#N)C=CC=C1